(S)-(+)-1-dimethylamino-2-propanol C[C@@H](CN(C)C)O